3-(4-aminophenoxy)oxetane NC1=CC=C(OC2COC2)C=C1